OC1=CC=C(C=C1)N1CCN(CC1)C=O [4-(4-hydroxyphenyl)piperazin-1-yl]methanone